ClC1=C(OC=2C=CC(=C(C2)S(=O)(=O)N)OC)C(=CC(=C1)N1N=C(C(NC1=O)=O)C(F)F)Cl 5-(2,6-dichloro-4-(6-(difluoromethyl)-3,5-dioxo-4,5-dihydro-1,2,4-triazine-2(3H)-yl)phenoxy)-2-methoxybenzenesulfonamide